(3-chloro-4-(6-(1-methylcyclopropoxy)-9-((4-methylpyridin-2-yl)methyl)-9H-purin-8-yl)phenyl)(1,4-diazepan-1-yl)methanone ClC=1C=C(C=CC1C=1N(C2=NC=NC(=C2N1)OC1(CC1)C)CC1=NC=CC(=C1)C)C(=O)N1CCNCCC1